(3-((2-((2-methoxy-5-methyl-4-(4-(4-methylpiperazin-1-yl)piperidin-1-yl)phenyl)amino)-7H-pyrrolo[2,3-d]pyrimidin-4-yl)amino)quinolin-4-yl)dimethyl-phosphine oxide COC1=C(C=C(C(=C1)N1CCC(CC1)N1CCN(CC1)C)C)NC=1N=C(C2=C(N1)NC=C2)NC=2C=NC1=CC=CC=C1C2P(C)(C)=O